ClC=1N=NC=C(C1)C1=CC=CC=C1 chloro-5-phenylpyridazine